C1(CC1)CN1CC(CC1)N 1-(cyclopropylmethyl)pyrrolidin-3-amine